2-cyclopropyl-5-[(2R,4S)-2-(1-cyclopropylpyrazol-4-yl)tetrahydropyran-4-yl]-7-[2-fluoro-4-(trifluoromethyl)phenyl]thiazolo[4,5-d]pyrimidine C1(CC1)C=1SC2=C(N=C(N=C2C2=C(C=C(C=C2)C(F)(F)F)F)[C@@H]2C[C@@H](OCC2)C=2C=NN(C2)C2CC2)N1